bis(2-(4-(4,6-diphenyl-1,3,5-triazin-2-yl)-3-hydroxyphenoxy)ethyl)dodecanedioate C1(=CC=CC=C1)C1=NC(=NC(=N1)C1=CC=CC=C1)C1=C(C=C(OCCOC(CCCCCCCCCCC(=O)OCCOC2=CC(=C(C=C2)C2=NC(=NC(=N2)C2=CC=CC=C2)C2=CC=CC=C2)O)=O)C=C1)O